ClC1=CC(=C(C=CC(=O)O)C=C1)F 4-chloro-2-fluorocinnamic acid